1-bromopentanyne BrC#CCCC